O=C1N([C@H]2[C@H](O)[C@H](O)[C@@H](CO)O2)C2=NC=NC(C2=N1)=N 8-oxoadenosine